NCC#CC=1C=CC2=C(C=C(O2)C(=O)NCCCCNC(C[C@H]2C=3N(C4=C(C(=N2)C2=CC=C(C=C2)Cl)C(=C(S4)C)C)C(=NN3)C)=O)C1 (S)-5-(3-aminoprop-1-yn-1-yl)-N-(4-(2-(4-(4-chlorophenyl)-2,3,9-trimethyl-6H-thieno[3,2-f][1,2,4]triazolo[4,3-a][1,4]diazepin-6-yl)acetamido)butyl)benzofuran-2-carboxamide